BrC=1N=NC(=CC1Br)Cl 3,4-dibromo-6-chloropyridazine